N-(2-methoxyethyl)-2H-triazole COCCN1NNC=C1